zinc bisundecenoate C(C=CCCCCCCCC)(=O)[O-].C(C=CCCCCCCCC)(=O)[O-].[Zn+2]